N,N-dihydroxyethyl-dibutylammonium O[N+](O)(C(CCC)CC)CCCC